ClCCC1N(P(OCC1)(N)=O)CCCl bis(2-chloroethyl)-2-oxo-1,3,2λ5-oxazaphosphinan-2-amine